C(C)(C)(C)OC(NC=1C=NC(=C(C1)CC(N1CCCC1)=O)OC)=O (6-methoxy-5-(2-oxo-2-(pyrrolidin-1-yl)ethyl)pyridin-3-yl)carbamic acid tert-butyl ester